C(CCCCCCCCCCCCC)OC[C@H](OCCCCCCCCCCCCCC)CO |r| 1,2-dimyristyl-rac-glycerol